2-(((3aR,5R,6S,6aR)-5-((R)-2,2-dimethyl-1,3-dioxol-4-yl)-2,2-dimethyltetrahydrofurano[2,3-d][1,3]dioxol-6-yl)oxy)acetic acid CC1(OC=C(O1)[C@H]1[C@@H]([C@@H]2[C@@H](OC(O2)(C)C)O1)OCC(=O)O)C